C(C=CC)(=O)OOC 1-methoxyl butenoate